O=CCCC(C)=O 1,4-dioxopentane